COC1=CC=C(C=C1)CC(CO)C 3-(4-methoxyphenyl)-2-methylpropan-1-ol